tri-propyl-phosphonic acid C(CC)OP(OCCC)(=O)CCC